C(CS)(=O)[O-].[Ca+2].C(CS)(=O)[O-] calcium thioglycolat